C(C)(C)(C)OC(=O)N1C[C@@H](CC1)NCC#C (R)-3-(propargylamino)pyrrolidine-1-carboxylic acid tert-butyl ester